COC=1C=C(C=CC1)S(=NC#N)(=O)C N-((3-methoxyphenyl)(methyl)(oxo)-λ6-sulfanylidene)cyanamide